NC(=N)N.F[B-](F)(F)F.[H+] tetrafluoroboric acid guanidine salt